2-((6-(1H-pyrrolo[2,3-b]pyridin-3-yl)quinazolin-4-yl)amino)-2-phenylethan-1-ol N1C=C(C=2C1=NC=CC2)C=2C=C1C(=NC=NC1=CC2)NC(CO)C2=CC=CC=C2